methyl (2S)-2-amino-6,6,6-trifluoro-hexanoate TFA salt OC(=O)C(F)(F)F.N[C@H](C(=O)OC)CCCC(F)(F)F